C1=C(C=CC2=CC=CC=C12)SSC1=CC2=CC=CC=C2C=C1 2-naphthyldisulfide